[(2R,3S)-2,3,4-trihydroxybutyl] anisate C(C1=CC=C(C=C1)OC)(=O)OC[C@H]([C@H](CO)O)O